C1(CC1)S(=O)(=O)N[C@@H]1[C@@H](N(CC1)C(=O)N(C)C)CC=1C(=C(C=CC1)C1=CC(=CC=C1)F)F (2S,3S)-3-((cyclopropylsulfonyl)amino)-2-((2,3'-difluorobiphenyl-3-yl)methyl)-N,N-dimethylpyrrolidine-1-carboxamide